(S)-1-[(S)-3-Methyl-1-{[4-(5-oxo-3-pyrrolidinyl)-1-piperidyl]carbonyl}butyl]-3-isobutyl-2-piperazinone CC(C[C@@H](C(=O)N1CCC(CC1)C1CNC(C1)=O)N1C([C@@H](NCC1)CC(C)C)=O)C